O=C1CC2(C1)CNCC2 2-oxo-6-azaspiro[3.4]octane